cyclopropyl (6aR,7aS)-2-((R)-1-(4-fluorobenzamido)ethyl)-6,6a,7,7a-tetrahydro-5H-cyclopropa[c][1,5]naphthyridine-5-carboxylate FC1=CC=C(C(=O)N[C@H](C)C=2N=C3[C@@H]4[C@H](CN(C3=CC2)C(=O)OC2CC2)C4)C=C1